BrC1=C(C=C(C(=C1)C(F)(F)F)Br)C(F)(F)F 1,4-dibromo-2,5-bis-trifluoromethylbenzene